2,2,6,6-Tetramethyl-4-piperidinyl stearate C(CCCCCCCCCCCCCCCCC)(=O)OC1CC(NC(C1)(C)C)(C)C